BrC1=CC=C(C=2NN=NC21)Br 4,7-dibromobenzotriazole